4-bromo-2-(difluoromethyl)-1-nitrobenzene BrC1=CC(=C(C=C1)[N+](=O)[O-])C(F)F